[OH-].P(=O)([O-])([O-])[O-].[V+4].C(C1=CC=CC=C1)=O benzaldehyde vanadium phosphate hydroxide